C(C)OC(CC(CCC=1N=NN(C1)C)C1=C2CCN(CC2=CC=C1)C(C1=CC=C(C=C1)OC)=O)=O 3-[(2-(4-methoxybenzoyl)-1,2,3,4-tetrahydroisoquinolin-5-yl)]-5-(1-methyl-1H-1,2,3-triazol-4-yl)pentanoic acid ethyl ester